mesitonitrile C1(=C(C(=CC(=C1)C)C)C#N)C